ClC1=C(C=C(C=C1)F)C1(NC(C2=C1C(=CC1=C(N(N=C21)C)CC(F)F)C2=CC=CC1=C2C(=NS1)C(=O)N)=O)O [6-(2-chloro-5-fluorophenyl)-3-(2,2-difluoroethyl)-6-hydroxy-2-methyl-8-oxo-7,8-dihydro-6H-pyrrolo[4,3-g]indazol-5-yl]benzo[d][1,2]thiazole-3-carboxamide